(2-oxo-2-(2-(thiophene-2-carbonyl)hydrazino)ethyl)carbamic acid tert-butyl ester C(C)(C)(C)OC(NCC(NNC(=O)C=1SC=CC1)=O)=O